disalicylic acid bismuth salt [Bi+2].C(C=1C(O)=CC=CC1)(=O)[O-].C(C=1C(O)=CC=CC1)(=O)[O-]